(2S,4r)-1-[(2S)-2-(4-cyclopropyl-triazol-1-yl)-3,3-dimethyl-butyryl]-4-hydroxy-N-[(1r,2r)-2-(2-methylpyrazol-3-yl)cyclopropyl]pyrrolidine-2-carboxamide C1(CC1)C=1N=NN(C1)[C@H](C(=O)N1[C@@H](C[C@H](C1)O)C(=O)N[C@H]1[C@@H](C1)C=1N(N=CC1)C)C(C)(C)C